2-methyl-1,4-bis(n-hexyloxycarbonyloxy)naphthalene CC1=C(C2=CC=CC=C2C(=C1)OC(=O)OCCCCCC)OC(=O)OCCCCCC